C1(CC1)C(=O)N1CCC(CC1)C(=O)NCC1=CC=C(C=C1)NC1=CC=C(C=C1)N1CCCCC1 1-(Cyclopropanecarbonyl)-N-(4-((4-(piperidin-1-yl)phenyl)amino)benzyl)piperidine-4-carboxamide